(6R)-6-{[10-chloro-2-(4-methoxyphenyl)[1,2,4]triazolo[1,5-c]quinazolin-5-yl]amino}-1,4-diazepan-5-one ClC=1C=2C=3N(C(=NC2C=CC1)N[C@H]1C(NCCNC1)=O)N=C(N3)C3=CC=C(C=C3)OC